O=C1C2=C(N=NN1CC(=O)N[C@@H](C)C1=CC=C(C=C1)OC(F)(F)F)C=CC=C2 (S)-2-(4-oxo-benzo[d][1,2,3]triazin-3(4H)-yl)-N-(1-(4-(trifluoromethoxy)phenyl)ethyl)acetamide